(R)-1-t-butoxycarbonyl-2-acetylpyrrolidine C(C)(C)(C)OC(=O)N1[C@H](CCC1)C(C)=O